ClC1=CC=C(C=C1)N1C[C@@H](CC1)C(=O)N[C@@H]([C@@H](C=1C=NC(=CC1)OC(C)C)O)CN1CCCC1 (R)-1-(4-chlorophenyl)-N-((1R,2R)-1-hydroxy-1-(6-isopropoxypyridin-3-yl)-3-(pyrrolidin-1-yl)propan-2-yl)pyrrolidine-3-carboxamide